(1R,3S,5R)-2-(2-(4-amino-8-methyl-6-(pyridin-3-yl)-9H-pyrimido[4,5-b]indol-9-yl)acetyl)-N-(6-bromopyridin-2-yl)-5-methyl-2-azabicyclo[3.1.0]hexane-3-carboxamide NC1=NC=NC=2N(C3=C(C=C(C=C3C21)C=2C=NC=CC2)C)CC(=O)N2[C@@H]1C[C@@]1(C[C@H]2C(=O)NC2=NC(=CC=C2)Br)C